Cl.ClCC(CC1=CC=C(C=C1)C(F)F)N 1-chloro-3-[4-(difluoromethyl)phenyl]propan-2-amine hydrochloride